O1CCC(CC1)C1=C(C(=O)N)C=CC=C1 (tetrahydro-2H-pyran-4-yl)benzamide